N1C(=O)C(=O)C2=CC=CC=C12 Isatin